CC1=C2CCN(C2=CC=C1C1=CC=C(C(=O)O)C=C1)C(CC)=O 4-(4-methyl-1-propionylindolin-5-yl)benzoic Acid